[Si](C)(C)(C(C)(C)C)OC(CC=C)C1=CC(=C(C=N1)C=1C=NC2=CC(=NC=C2C1)NC(=O)[C@@H]1C(C1)(F)F)C (1R)-N-(3-(6-(1-((tert-butyldimethylsilyl)oxy)but-3-en-1-yl)-4-methylpyridin-3-yl)-1,6-naphthyridin-7-yl)-2,2-difluorocyclopropane-1-carboxamide